CC1=C(C(=O)OOC(C2=C(C=CC(=C2)C)C)=O)C=C(C=C1)C 2,5-dimethyl-benzoyl peroxide